5-(2,6-dimethoxyphenyl)-3-{4-[(3-fluorophenyl)methyl]piperazine-1-carbonyl}-6-(2-methoxyethyl)pyridine-2,4-diol COC1=C(C(=CC=C1)OC)C=1C(=C(C(=NC1CCOC)O)C(=O)N1CCN(CC1)CC1=CC(=CC=C1)F)O